3,3-difluorocyclobutyl (3,4-bis(3,3-difluorocyclobutyl)-1-methyl-1H-pyrazol-5-yl)carbamate FC1(CC(C1)C1=NN(C(=C1C1CC(C1)(F)F)NC(OC1CC(C1)(F)F)=O)C)F